(Racemic)-2'-Chloro-N-(6-(4-hydroxypiperidin-1-yl)-4,5,6,7-tetrahydrobenzo[d]thiazol-2-yl)-5'-methoxy-6-methyl-[4,4'-bipyridine]-3-carboxamide ClC1=NC=C(C(=C1)C1=C(C=NC(=C1)C)C(=O)NC=1SC2=C(N1)CC[C@H](C2)N2CCC(CC2)O)OC |r|